(1R,5S,6S)-6-(3-(trifluoromethoxy)phenyl)-3-azabicyclo[3.1.0]Hexane hydrochloride salt Cl.FC(OC=1C=C(C=CC1)C1[C@@H]2CNC[C@H]12)(F)F